9-(2-methyloxetan-3-yl)-3,9-diazaspiro[5.5]undecane CC1OCC1N1CCC2(CCNCC2)CC1